C(C1=CC=CC=C1)(=O)O.NCCC 3-aminopropane benzoate